tert-butyl 4-(2-(1-(trans-3-(azidomethyl)cyclobutyl)-3-cyclopropyl-1H-pyrazol-4-yl)pyridin-3-yl)piperidine-1-carboxylate N(=[N+]=[N-])C[C@@H]1C[C@H](C1)N1N=C(C(=C1)C1=NC=CC=C1C1CCN(CC1)C(=O)OC(C)(C)C)C1CC1